C(\C=C/C(=O)O)(=O)O.N1=CN=C2NC=NC2=C1N1C[C@@H](CCC1)NC(C=C)=O (R)-N-(1-(9H-purin-6-yl)piperidin-3-yl)acrylamide maleate